C(N)(=O)C1CCC(CC1)N1C2=NC(=NC=C2N=C1NC1=C(C=C(C=C1F)Cl)F)N[C@H]1CN(CCC1)C(=O)OC(C)(C)C (R)-tert-butyl 3-(9-((1s,4S)-4-carbamoylcyclohexyl)-8-(4-chloro-2,6-difluorophenylamino)-9H-purin-2-ylamino)piperidine-1-carboxylate